BrC1=C(C(=O)NC2=NN=NN2C)C=CC(=C1S(=O)C)C(F)(F)F 2-Bromo-3-(methylsulfinyl)-N-(1-methyl-1H-tetrazol-5-yl)-4-(trifluoromethyl)benzamide